tert-butyl (3S)-3-(2-((7-chloro-8-fluoro-2-(methylthio)-4-Oxo-3,4-dihydropyrido[4,3-d]pyrimidin-5-yl)oxy)propyl)piperazine-1-carboxylate ClC1=C(C=2N=C(NC(C2C(=N1)OC(C[C@H]1CN(CCN1)C(=O)OC(C)(C)C)C)=O)SC)F